3-(dimethylamino)-N-[4-fluoro-5-(2-morpholin-4-ylpyrimidin-5-yl)-2-[rac-(3R,5S)-3,4,5-trimethylpiperazin-1-yl]phenyl]benzamide CN(C=1C=C(C(=O)NC2=C(C=C(C(=C2)C=2C=NC(=NC2)N2CCOCC2)F)N2C[C@H](N([C@H](C2)C)C)C)C=CC1)C |r|